7-[(3-fluoro-2-pyridyl)oxy]-4-methyl-3-[(2-methylsulfonylisoindolin-5-yl)methyl]chromen-2-one FC=1C(=NC=CC1)OC1=CC=C2C(=C(C(OC2=C1)=O)CC=1C=C2CN(CC2=CC1)S(=O)(=O)C)C